C(C=1N=C2C(=NC(=NC2=NC1C([2H])([2H])[2H])[C@@H]1C[C@@H](OCC1)C=1C=NN(C1)C([2H])([2H])[2H])C1=CC=C(C=C1)C)([2H])([2H])[2H] 6,7-bis(methyl-d3)-2-((2R,4S)-2-(1-(methyl-d3)-1H-pyrazol-4-yl)tetrahydro-2H-pyran-4-yl)-4-(p-tolyl)pteridine